C(C)(C)N1N=CC(=C1)C=1C=CC=2N(N1)C(=CN2)C2=CC=CC(=N2)NC2CC1(CNC1)CC2 N-(6-(6-(1-isopropyl-1H-pyrazol-4-yl)imidazo[1,2-b]pyridazin-3-yl)pyridin-2-yl)-2-azaspiro[3.4]octan-6-amine